C1CCC(CC1)(C(=O)O)N The molecule is an alpha-amino acid that is cyclohexanecarboxylic acid substituted by an amino group at position 1. It derives from a cyclohexanecarboxylic acid.